2-(benzoxazol-2-yl)-4,6-bis(4-(pyridin-3-yl)phenyl)phenol lithium [Li].O1C(=NC2=C1C=CC=C2)C2=C(C(=CC(=C2)C2=CC=C(C=C2)C=2C=NC=CC2)C2=CC=C(C=C2)C=2C=NC=CC2)O